1-[2-cyano-4-(trifluoromethyl)phenyl]-N-{[(2S,4S)-4-fluoropyrrolidin-2-yl]methyl}-4-[6-(2-methoxyphenyl)pyridin-3-yl]piperidine-4-carboxamide C(#N)C1=C(C=CC(=C1)C(F)(F)F)N1CCC(CC1)(C(=O)NC[C@H]1NC[C@H](C1)F)C=1C=NC(=CC1)C1=C(C=CC=C1)OC